C(C)(=O)N1CC(CC1)N1N=C2N(C(N(CC2=C1)C1CCN(CC1)C1=C(C=CC=C1C)F)=O)CC1=C(C=CC=C1)C(F)(F)F 2-(1-Acetyl-pyrrolidin-3-yl)-5-[1-(2-fluoro-6-methyl-phenyl)-piperidin-4-yl]-7-(2-trifluoromethyl-benzyl)-2,4,5,7-tetrahydro-pyrazolo[3,4-d]pyrimidin-6-on